1-benzyl-8-methyl-3-phenyl-1H-2,1-benzothiazin-4(3H)-one 2,2-dioxide C(C1=CC=CC=C1)N1S(C(C(C2=C1C(=CC=C2)C)=O)C2=CC=CC=C2)(=O)=O